1-(2-methoxypyridin-3-yl)-5-(trifluoromethyl)-1H-pyrazole-4-carboxamide COC1=NC=CC=C1N1N=CC(=C1C(F)(F)F)C(=O)N